C(#N)C=1SC2=C(N1)C=CC(=C2)S/C=C/C(=O)OCC2=CC=CC=C2 benzyl (E)-3-((2-cyanobenzo[d]thiazol-6-yl)thio)acrylate